N-(4-((2-(2-fluoroprop-2-yl)pyrimidin-4-yl)amino)-5-(6-methylpyrimidin-4-yl)pyridin-2-yl)acetamide FC(C)(C)C1=NC=CC(=N1)NC1=CC(=NC=C1C1=NC=NC(=C1)C)NC(C)=O